COCC1(N2CCC(C1=O)CC2)COC(=O)N[C@H](C(=O)OCC2(N1CCC(C2=O)CC1)COC)C(C)C [2-(methoxymethyl)-3-oxo-1-azabicyclo[2.2.2]octan-2-yl]methyl (2S)-2-[([[2-(methoxymethyl)-3-oxo-1-azabicyclo[2.2.2]octan-2-yl]methoxy]carbonyl)amino]-3-methylbutanoate